NC(C(=O)O)CC(=O)OCN1N=CC(=C1)C=1SC=C(N1)C(NC=1C(=NN(C1)C1CCC(CC1)OCC)C1=NC(=CC=C1F)F)=O 2-amino-4-((4-(4-((3-(3,6-difluoropyridin-2-yl)-1-((1r,4r)-4-ethoxycyclohexyl)-1H-pyrazol-4-yl)carbamoyl)thiazol-2-yl)-1H-pyrazol-1-yl)methoxy)-4-oxobutanoic acid